6-(2-amino-6-fluoro-5-(2-(2-methoxyethyl)-1,2,3,4-tetrahydroisoquinolin-6-yl)pyridin-3-yl)-3,4-dihydroisoquinolin-1(2H)-one NC1=NC(=C(C=C1C=1C=C2CCNC(C2=CC1)=O)C=1C=C2CCN(CC2=CC1)CCOC)F